CCCCC(OC(=O)C(C)C)OC(=O)C(C)C pentanediol diisobutyrate